chloro-5-methyl-1-(tetrahydro-2H-pyran-2-yl)-4-((tetrahydro-2H-pyran-2-yl)oxy)-1H-indazole ClC1=NN(C2=CC=C(C(=C12)OC1OCCCC1)C)C1OCCCC1